C(C)S(=O)(=O)C=1C=C(C=NC1C=1N(C(C(=CN1)OCC(C(F)(F)F)(F)F)=O)C)C1(CC1)C#N 1-[5-ethylsulfonyl-6-[1-methyl-6-oxo-5-(2,2,3,3,3-pentafluoropropoxy)pyrimidin-2-yl]-3-pyridyl]cyclopropanecarbonitrile